C(C)(C)(C)[Si](OCCCOC=1N(N=CC1B1OC(C(O1)(C)C)(C)C)C)(C)C tert-butyl-dimethyl-[3-[2-methyl-4-(4,4,5,5-tetramethyl-1,3,2-dioxaborolan-2-yl)pyrazol-3-yl]oxypropoxy]silane